FC(C/C(=C(\C=1C=C2C(=NN(C2=CC1)C1OCCCC1)F)/C=1C=CC(=NC1)NC1CCN(CC1)C(=O)[O-])/C1=CC=CC=C1)(F)F (Z)-4-((5-(4,4,4-trifluoro-1-(3-fluoro-1-(tetrahydro-2H-pyran-2-yl)-1H-indazol-5-yl)-2-phenylbut-1-en-1-yl)pyridin-2-yl)amino)piperidine-1-carboxylate